FC(C=1C=C(C=C(C1)C(F)(F)F)[B-](C1=CC(=CC(=C1)C(F)(F)F)C(F)(F)F)(C1=CC(=CC(=C1)C(F)(F)F)C(F)(F)F)C1=CC(=CC(=C1)C(F)(F)F)C(F)(F)F)(F)F.C(CCC)[NH+](CCCC)CCCC tributylammonium tetra(3,5-ditrifluoromethylphenyl)borate